NCC(CN1N=CN(C1=O)CC=1C=C(C=CC1)C=1C=C2CCC(N(C2=CC1)C)=O)=C(F)F 6-[3-[[1-[2-(aminomethyl)-3,3-difluoro-allyl]-5-oxo-1,2,4-triazol-4-yl]methyl]phenyl]-1-methyl-3,4-dihydroquinolin-2-one